2,6-dimethyl-10-oxoundec-6-enoic acid CC(C(=O)O)CCCC(=CCCC(C)=O)C